C(C)(C)(C)OC(=O)N1C[C@H](CC1)NCCC (S)-3-(n-propylamino)pyrrolidine-1-carboxylic acid tert-butyl ester